C(C)(=O)N1CCC(CC1)NC=1C2=C(N=C(N1)N1CC(C1)OC(=O)C1CCOCC1)CC[S+]2[O-] [1-[4-[(1-Acetyl-4-piperidyl)amino]-5-oxido-6,7-dihydrothieno[3,2-d]pyrimidin-5-ium-2-yl]azetidin-3-yl]-tetrahydropyran-4-carboxylat